FCCOCOC(C(F)F)(F)F (2-fluoroethoxy)(1,1,2,2-tetrafluoroethoxy)methane